Octane-6-carboxylic acid 4-nitrophenyl ester [N+](=O)([O-])C1=CC=C(C=C1)OC(=O)C(CCCCC)CC